(2E)-6,6-dimethyl-2-heptenal CC(CC/C=C/C=O)(C)C